(E)-4-(2,6,6-trimethyl-cyclohex-1-en-1-yl)but-3-en-2-one CC1=C(C(CCC1)(C)C)/C=C/C(C)=O